CN1N=C(C=C1[Sn](C)(C)C)NC(OC(C)(C)C)=O tert-butyl (1-methyl-5-(trimethylstannyl)-1H-pyrazol-3-yl)carbamate